[N-](S(=O)(=O)C(F)(F)F)S(=O)(=O)C(F)(F)F.[K+] potassium bis(trifluoromethane)sulfonimide